4,6-diphenyl-2-[4-(4,4,5,5-tetramethyl-1,3,2-dioxaborolane-2-yl)phenyl]-1,3,5-triazine C1(=CC=CC=C1)C1=NC(=NC(=N1)C1=CC=CC=C1)C1=CC=C(C=C1)B1OC(C(O1)(C)C)(C)C